FC(C1=NC(=NC=C1)NC(C)=O)(F)F N-[4-(Trifluoromethyl)Pyrimidin-2-yl]Acetamide